4-methyl-1,2,4-triazole-3-thiol CN1C(=NN=C1)S